ClC=1C=C(C=C2C(=CC=NC12)C(=O)NCC(=O)N1CSC[C@H]1C#N)N1CCOCC1 (R)-8-chloro-N-(2-(4-cyanothiazolidin-3-yl)-2-oxoethyl)-6-morpholinoquinoline-4-carboxamide